C(C)(C)(C)OC(=O)N[C@H](C(=O)OC)C[C@H]1C(NCC1)=S methyl (S)-2-((tert-butoxycarbonyl)amino)-3-((S)-2-thioxopyrrolidin-3-yl)propanoate